C[C@@H]1CN(C[C@H](N1)C)C=1N=NC(=CN1)C1=C(C=C(C=C1)C1=CC2=CN(N=C2C(=C1)F)C)O 2-{3-[(3r,5r)-3,5-dimethylpiperazin-1-yl]-1,2,4-triazin-6-yl}-5-(7-fluoro-2-methyl-2H-indazol-5-yl)phenol